OCCCC(=O)NCC1=C(C=CC(=C1)[N+](=O)[O-])N1CCN(CC1)C 4-hydroxy-N-(2-(4-methylpiperazin-1-yl)-5-nitrobenzyl)butanamide